CN([C@H](COCCCCCCCC[C@H]1[C@H](C1)C[C@H]1[C@H](C1)CCCCC)CCCCCCCCCCC)C (2S)-N,N-dimethyl-1-({8-[(1R,2R)-2-{[(1S,2S)-2-pentylcyclopropyl]methyl}cyclopropyl]octyl}oxy)tridecan-2-amine